heptafluoropentyloxypentafluorobenzene potassium [K].FC(C(OC1=C(C(=C(C(=C1F)F)F)F)F)(F)F)(CCC(F)(F)F)F